1-(4-cyano-3-(trifluoromethyl)phenyl)piperidine-4-carboxamide C(#N)C1=C(C=C(C=C1)N1CCC(CC1)C(=O)N)C(F)(F)F